4-(Benzyloxy)-6-((2R,3S,4S,5R)-3-(3,4-difluoro-2-methoxyphenyl)-4,5-dimethyl-5-(trifluoromethyl)tetrahydrofuran-2-yl)-2-methyl-3-(methylthio)pyridine C(C1=CC=CC=C1)OC1=C(C(=NC(=C1)[C@@H]1O[C@]([C@H]([C@H]1C1=C(C(=C(C=C1)F)F)OC)C)(C(F)(F)F)C)C)SC